FC1=NNC=2C=CC3=C(C12)CCCC(=C3C3=CC=C(C=C3)N3CCC(CC3)C=O)C(C(F)(F)F)(F)F 1-(4-(1-fluoro-7-(perfluoroethyl)-3,8,9,10-tetrahydrocyclohepta[e]indazol-6-yl)phenyl)piperidine-4-carbaldehyde